C(=C)[Si](OCCCCCC)(OCCCCCC)OCCCCCC Vinyltri-hexyloxysilan